C(C)(C)(C)NC(NC=1C(=CC2=C(O[C@@H](C(N2CC2=CC(=CC=C2)C(F)F)=O)C)N1)C#N)=O 3-tert-butyl-1-[(3R)-7-cyano-1-{[3-(difluoromethyl)phenyl]methyl}-3-methyl-2-oxo-3H-pyrido[2,3-b][1,4]oxazin-6-yl]urea